F[C@H]1C[C@]2(CCCN2C1)COC1=NC2=C(C(=C(C=C2C(=N1)N1CC2CCC(C1)N2)Cl)C2=C(C(=CC(=N2)N)C)C(F)(F)F)F 6-(2-{[(2s,7ar)-2-fluoro-hexahydro-1H-pyrrolizin-7a-yl]Methoxy}-6-chloro-4-{3,8-diazabicyclo[3.2.1]Oct-3-yl}-8-fluoroquinazolin-7-yl)-4-methyl-5-(trifluoromethyl)pyridin-2-amine